1,3-bis(4-methoxybutyl)imidazolium COCCCCN1C=[N+](C=C1)CCCCOC